5-(3,4-dichlorophenoxy)-N-(phenylsulfonyl)-1H-indole-2-carboxamide ClC=1C=C(OC=2C=C3C=C(NC3=CC2)C(=O)NS(=O)(=O)C2=CC=CC=C2)C=CC1Cl